Acetonitrile hydroxide [OH-].C(C)#N